O.N(=O)Cl.[Ru+3] ruthenium(III) nitrosyl chloride monohydrate